ClC=1C=C(C=C(C1OC=1C=CC2=C(N(C=N2)CC)C1)Cl)N1C(=NOC1=O)C(=O)N (3,5-dichloro-4-((1-ethyl-1H-benzo[d]imidazol-6-yl)oxy)phenyl)-5-oxo-4,5-dihydro-1,2,4-oxadiazole-3-carboxamide